2-Chloro-4-{[1-(3-chloro-benzenesulfonyl)-1,2,3,4-tetrahydro-quinoline-7-carbonyl]-amino}-benzoic acid ClC1=C(C(=O)O)C=CC(=C1)NC(=O)C1=CC=C2CCCN(C2=C1)S(=O)(=O)C1=CC(=CC=C1)Cl